ClC=1N=C(C2=C(N1)C=NN2CCOCCOCSC)OC 5-chloro-7-methoxy-1-[2-[2-(methylsulfanylmethoxy)ethoxy]ethyl]pyrazolo[4,3-d]pyrimidine